C(CCCCCCCCC)SC1C(CCC(C1)=C(C)C)C decyl(2-methyl-5-(propan-2-ylidene)cyclohexyl)sulfane